chloro-3-(3,3,4,4-tetrafluoropyrrolidin-1-yl)-1H-indazole ClN1N=C(C2=CC=CC=C12)N1CC(C(C1)(F)F)(F)F